((1s,4s)-4-((2-((2-(1-(Cyclopropylsulfonyl)-1H-pyrazol-4-yl)pyrimidin-4-yl)amino)-5-((4-((4-methylpiperazin-1-yl)methyl)phenyl)ethynyl)pyridin-4-yl)amino)cyclohexyl)methanol C1(CC1)S(=O)(=O)N1N=CC(=C1)C1=NC=CC(=N1)NC1=NC=C(C(=C1)NC1CCC(CC1)CO)C#CC1=CC=C(C=C1)CN1CCN(CC1)C